1-(3-chloro-4-cyanophenyl)-N-(5-((1-((1-(4-((2,6-dioxopiperidin-3-yl)amino)-2-fluorophenyl)piperidin-4-yl)methyl)piperidin-4-yl)oxy)pyridin-2-yl)piperidine-4-carboxamide ClC=1C=C(C=CC1C#N)N1CCC(CC1)C(=O)NC1=NC=C(C=C1)OC1CCN(CC1)CC1CCN(CC1)C1=C(C=C(C=C1)NC1C(NC(CC1)=O)=O)F